2-((dimethylamino)-methyl)-N-ethyl-6-((7-(7-fluoroimidazo[1,2-a]pyridin-3-yl)-3-oxoisoindolin-4-yl)amino)nicotinamide CN(C)CC1=C(C(=O)NCC)C=CC(=N1)NC1=C2C(NCC2=C(C=C1)C1=CN=C2N1C=CC(=C2)F)=O